CC=1C2=C(N=C(N1)NC1=CC=C(C=C1)N1CCN(CC1)C)N(CC2)CC2=CC=C(C=C2)NC(\C=C\C)=O (E)-N-(4-((4-methyl-2-((4-(4-methylpiperazin-1-yl)phenyl)amino)-5,6-dihydro-7H-pyrrolo[2,3-d]pyrimidin-7-yl)methyl)phenyl)but-2-enamide